BrC1=CN(C2=C(C=C(C(=C12)C=O)OC)C)C(=O)OC(C)(C)C tert-butyl 3-bromo-4-formyl-5-methoxy-7-methyl-1H-indole-1-carboxylate